(E)-3-(tert-Butyl)-N-(4-(2-(4-(4-(dimethylamino)but-2-enamido)-1-methyl-1H-pyrazol-3-yl)-3H-imidazo[4,5-b]pyridin-7-yl)-2-(trifluoromethyl)benzyl)-1,2,4-oxadiazole-5-carboxamide C(C)(C)(C)C1=NOC(=N1)C(=O)NCC1=C(C=C(C=C1)C1=C2C(=NC=C1)NC(=N2)C2=NN(C=C2NC(\C=C\CN(C)C)=O)C)C(F)(F)F